CN1C2=C(C3=C1C(NN=C3)=O)SC(=N2)S(=O)(=O)C 4-methyl-2-(methylsulfonyl)-4,6-dihydro-5H-thiazolo[5',4':4,5]pyrrolo[2,3-d]pyridazin-5-one